C=C(C(=O)OC(C)(C)C)C(=O)[O-] tert-butyl methylenemalonate